C(C)(C)C1=CC=2C(C3=CC=CC=C3SC2C(=C1)C(C)C)=O 2,4-Diisopropylthioxanthon